C1(CCCCC1)OC(C[C@@H](C(CF)=O)NC(=O)[C@@]1(CC(=NO1)C1=NC=CC2=CC=CC=C12)C(C)C)=O.C(C)(C)C1=C(N=CC2=NC3=CC=C(C=C3C=C2)F)C(=CC=C1)C(C)C 2,6-diisopropyl-N-(6-fluoroquinolin-2-ylmethylene)aniline Cyclohexyl-(S)-5-fluoro-3-((R)-5-isopropyl-3-(isoquinolin-1-yl)-4,5-dihydroisoxazole-5-carboxamido)-4-oxopentanoate